8-Azido-N-phenyloctanamide N(=[N+]=[N-])CCCCCCCC(=O)NC1=CC=CC=C1